1-{3-[4-amino-7-(3-hydroxymethylphenyl)-2-(2-methoxyethyl)-1H-imidazo[4,5-c]quinolin-1-yl]propyl}pyrrolidin-2-one NC1=NC=2C=C(C=CC2C2=C1N=C(N2CCCN2C(CCC2)=O)CCOC)C2=CC(=CC=C2)CO